(3R)-1-(8-Fluoro-2-(((2R,7aS)-2-fluorotetrahydro-1H-pyrrolizin-7a(5H)-yl)methoxy)-7-(3-hydroxy-8-methyl-5,6,7,8-tetrahydronaphthalen-1-yl)quinazolin-4-yl)-3-methylpiperidin-3-ol FC=1C(=CC=C2C(=NC(=NC12)OC[C@]12CCCN2C[C@@H](C1)F)N1C[C@@](CCC1)(O)C)C1=CC(=CC=2CCCC(C12)C)O